6-((1-(2-(Tert-butoxycarbonyl)benzyl)-1H-pyrazole-4-carbonyl)oxy)-2-(1-(trifluoromethyl)cyclopropane-1-carbonyl)-2,6-diazaspiro[3.5]nonane-9-carboxylic acid C(C)(C)(C)OC(=O)C1=C(CN2N=CC(=C2)C(=O)ON2CC3(CN(C3)C(=O)C3(CC3)C(F)(F)F)C(CC2)C(=O)O)C=CC=C1